N12CCN(C(CC1)CC2)C(=O)N2N=C(C1=C2COCC1)C=1C=NC(=C(C1)Cl)OC (1,4-diazabicyclo[3.2.2]nonan-4-yl)(3-(5-chloro-6-methoxypyridin-3-yl)-4,7-dihydropyrano[3,4-c]pyrazol-1(5H)-yl)methanone